ClC1=C(C=C(C=C1)NC(=O)[C@@H]1C([C@H]1C1=CC(=CC(=C1)Cl)Cl)(Cl)Cl)NC(C1=CC(=C(C=C1)C#N)F)=O |r| trans-rac-N-(2-Chloro-5-(2,2-dichloro-3-(3,5-dichlorophenyl)cyclopropane-1-carboxamido)phenyl)-4-cyano-3-fluorobenzamide